(4aS,9bS)-7-(trifluoromethyl)-1,2,3,4,4a,9b-hexahydrobenzofuro[3,2-b]pyridine FC(C1=CC2=C(C=C1)[C@@H]1NCCC[C@@H]1O2)(F)F